C(C)(C)(C)C=1C=C(C=CC1)C1=CC(=CC=C1)CC(=O)N1CC2=C(CCC1)N=C(NC2=O)C2(CC2)C2=CC=CC=C2 6-(2-(3'-(tert-butyl)-[1,1'-biphenyl]-3-yl)acetyl)-2-(1-phenylcyclopropyl)-3,5,6,7,8,9-hexahydro-4H-pyrimido[5,4-c]azepin-4-one